tert-butyl (1S,2R,5R)-2-allyl-3-(5-bromo-7-chloro-8-fluoro-2-(((2R,7aS)-2-fluorotetrahydro-1H-pyrrolizin-7a(5H)-yl)methoxy)quinazolin-4-yl)-3,8-diazabicyclo[3.2.1]octane-8-carboxylate C(C=C)[C@@H]1[C@@H]2CC[C@H](CN1C1=NC(=NC3=C(C(=CC(=C13)Br)Cl)F)OC[C@]13CCCN3C[C@@H](C1)F)N2C(=O)OC(C)(C)C